NC=1C=CC(=NC1)N(CCN(C(=O)OC(C)(C)C)C1=NC=C(C=C1)N)C(=O)OC(C)(C)C N,N'-bis(5-amino-2-pyridinyl)-N,N'-di(t-butoxycarbonyl)ethylenediamine